tert-butyl (rac)-4-cyano-3-(2-ethoxy-1-fluoro-2-oxoethoxy)-1-(4-isopropylphenyl)-1,4,6,7-tetrahydro-5H-pyrazolo[4,3-c]pyridine-5-carboxylate C(#N)C1N(CCC2=C1C(=NN2C2=CC=C(C=C2)C(C)C)OC(C(=O)OCC)F)C(=O)OC(C)(C)C